C(#N)C=1C(=CC(=NC1)NC(=O)C1=CN(C=2C1=NC(=C(C2)CN2CCN(CC2)C)C2OCCO2)C(C)C)NCCOC N-(5-cyano-4-((2-methoxyethyl)amino)pyridin-2-yl)-5-(1,3-dioxolan-2-yl)-6-((4-methylpiperazin-1-yl)methyl)-1-isopropyl-1H-pyrrolo[3,2-b]pyridine-3-carboxamide